C(#N)C(C)(C)N1N=C(C(=C1)NC1=NC=CC(=N1)OCC12CCC(CC1)(CC2)NC(C)=O)C N-(4-(((2-((1-(2-cyanopropan-2-yl)-3-methyl-1H-pyrazol-4-yl)amino)pyrimidin-4-yl)oxy)methyl)bicyclo[2.2.2]octan-1-yl)acetamide